C(CCCCCCCCCCC\C=C/CCCCCCCC)OC(C1=CC=CC=C1)=O benzoic acid erucyl ester